COC=CC1=CC(=C2CN(CC2=C1)C(=O)OCC1=CC=CC=C1)C1=CC=CC=C1 benzyl 6-(2-methoxyvinyl)-4-phenylisoindoline-2-carboxylate